(trans-4-(2-hydroxypropyl)cyclohexyl)carbamic acid tert-butyl ester C(C)(C)(C)OC(N[C@@H]1CC[C@H](CC1)CC(C)O)=O